2-Chloro-3-(2-isopropoxyphenyl)quinazolin-4(3H)-one ClC1=NC2=CC=CC=C2C(N1C1=C(C=CC=C1)OC(C)C)=O